5,6-bis(4-formylbenzyl)-1,3-dimethylbenzimidazolium C(=O)C1=CC=C(CC2=CC3=C([N+](=CN3C)C)C=C2CC2=CC=C(C=C2)C=O)C=C1